6-chloro-5'-(5-chloro-2-methylphenyl)-2'-(2,4-dimethoxy-5-methylphenyl)-3'-isopropyl-3'H-spiro[indoline-3,4'-pyrrolo[3,4-d]imidazole]-2,6'(5'H)-dione ClC1=CC=C2C(=C1)NC(C21N(C(C=2N=C(N(C21)C(C)C)C2=C(C=C(C(=C2)C)OC)OC)=O)C2=C(C=CC(=C2)Cl)C)=O